N-(3-chloro-4-fluorophenyl)-6-[4-(diethylaminomethyl)-piperidin-1-yl]pyrimido[5,4-d]pyrimidin-4-amine dihydrochloride Cl.Cl.ClC=1C=C(C=CC1F)NC=1C2=C(N=CN1)C=NC(=N2)N2CCC(CC2)CN(CC)CC